FC=1C=C2C=C(C(NC2=CC1)=O)C=1C=NN(C1)C1=CC=C(C=C1)C(=O)N1[C@H](C[C@H](C1)OC)CO 6-fluoro-3-{1-[4-((2R,4R)-2-hydroxymethyl-4-methoxy-pyrrolidine-1-carbonyl)-phenyl]-1H-pyrazol-4-yl}-1H-quinolin-2-one